OC(CCNC)C(CC)O 3,4-Dihydroxyhexylmethylamine